(E)-1-[4-[4-[[2-Hydroxy-3-methoxy-5-[(E)-3-(4-methoxyphenyl)prop-2-enoyl]phenyl]methyl]piperazin-1-yl]phenyl]-3-(4-methoxyphenyl)prop-2-en-1-one OC1=C(C=C(C=C1OC)C(\C=C\C1=CC=C(C=C1)OC)=O)CN1CCN(CC1)C1=CC=C(C=C1)C(\C=C\C1=CC=C(C=C1)OC)=O